COC(=O)C=1N=CNC1C(=O)OC 1H-imidazole-4,5-dicarboxylic acid dimethyl ester